N-[4-[(6,7-dimethoxy-1,5-naphthyridin-4-yl)oxy]-3-fluorophenyl]-4-hydroxy-2,6-dimethyl-5-prop-1-en-2-ylpyridine-3-carboxamide COC=1N=C2C(=CC=NC2=CC1OC)OC1=C(C=C(C=C1)NC(=O)C=1C(=NC(=C(C1O)C(=C)C)C)C)F